C1=C(C=CC2=CC=CC=C12)S(=O)(=O)N1C=CC=2C1=CN=CC2C2=CC=C(C#N)C=C2 4-(1-(Naphthalen-2-ylsulfonyl)-1H-pyrrolo[2,3-c]pyridin-4-yl)benzonitrile